ClC1=CC=C2C(=CNC2=C1)S(=O)(=O)NC1=NC(=C(C(=N1)OC)OCC(F)F)OC 6-chloro-N-[5-(2,2-difluoroethoxy)-4,6-dimethoxy-pyrimidin-2-yl]-1H-indole-3-sulfonamide